ClC=1C(=CC2=C(OCCN(S2(=O)=O)[C@@H]([C@H](C)C2=C(C(=CC=C2F)C)C)C2=NNC(O2)=O)C1)C 5-((1S,2R)-1-(7-chloro-8-methyl-1,1-dioxido-3,4-dihydro-2H-benzo[b][1,4,5]oxathiazepin-2-yl)-2-(6-fluoro-2,3-dimethylphenyl)propyl)-1,3,4-oxadiazol-2(3H)-one